(R)-7-amino-3-(1-(but-2-ynoyl)pyrrolidin-3-yl)-1-(4-(2,6-difluorophenoxy)phenyl)-1,5-dihydro-4H-pyrrolo[2,3-d]pyridazin-4-one NC1=NNC(C2=C1N(C=C2[C@@H]2CN(CC2)C(C#CC)=O)C2=CC=C(C=C2)OC2=C(C=CC=C2F)F)=O